NC1=NC=C(C=2C1=NC(=C(N2)NC2CC(CC2)O)CC)C=2C=NN(C2)C2CCN(CC2)C2CCN(CC2)C 3-((5-amino-3-ethyl-8-(1-(1'-methyl-[1,4'-bipiperidine]-4-yl)-1H-pyrazol-4-yl)pyridino[3,4-b]pyrazine-2-yl)amino)cyclopentan-1-ol